4-(benzyloxy)-1-chloro-7-phenylphthalazine-5-d C(C1=CC=CC=C1)OC1=NN=C(C=2C=C(C=C(C12)[2H])C1=CC=CC=C1)Cl